2-(4-(trifluoromethyl)phenyl)-5,6,7,8-tetrahydroquinolin-8-amine FC(C1=CC=C(C=C1)C1=NC=2C(CCCC2C=C1)N)(F)F